(E)-1-(pyridazin-3-yl)piperidin-3-amine N1=NC(=CC=C1)N1CC(CCC1)N